[N+](=O)([O-])C1=CC2=C(C3CN(CC2C3)C(C(F)(F)F)=O)C=C1[N+](=O)[O-] 1-(7,8-dinitro-4,5-dihydro-1H-1,5-methanobenzo[d]azepin-3(2H)-yl)-2,2,2-trifluoroethanone